1-cyclobutyl-N-((2-((4-(5-morpholinopyridin-3-yl)-1H-1,2,3-triazol-1-yl)methyl)Imidazo[1,2-a]pyridin-6-yl)methyl)methylamine C1(CCC1)CNCC=1C=CC=2N(C1)C=C(N2)CN2N=NC(=C2)C=2C=NC=C(C2)N2CCOCC2